8,11-bis(tert-butylperoxy)-8,11-dimethyloctadecane C(C)(C)(C)OOC(CCCCCCC)(CCC(CCCCCCC)(C)OOC(C)(C)C)C